1-(4-methoxybenzyl)-3,4-dihydroquinolin-2-one COC1=CC=C(CN2C(CCC3=CC=CC=C23)=O)C=C1